4,4-Difluoro-2-(4-fluorophenyl)-N-{4-[5-methyl-4-oxo-3-(pyridin-3-yl)-4,5-dihydro-1H-pyrrolo[3,2-c]pyridin-2-yl]pyridin-2-yl}butanamid FC(CC(C(=O)NC1=NC=CC(=C1)C1=C(C=2C(N(C=CC2N1)C)=O)C=1C=NC=CC1)C1=CC=C(C=C1)F)F